6-(difluoromethyl)-4-((R)-3-methylmorpholino)-2-(1H-pyrazol-3-yl)-2,6,8,9-tetrahydro-7-oxa-1,2,3-triazabenzo[cd]azulene FC(C1C=2C3=C(N(N=C3CCO1)C1=NNC=C1)N=C(C2)N2[C@@H](COCC2)C)F